N,N'-(2,2'-dimethyl-[1,1'-biphenyl]-3,3'-diyl)bis(4-((2-acetamidoethyl)amino)-4,5,6,7-tetrahydropyrazolo[1,5-a]pyridine-2-carboxamide) CC1=C(C=CC=C1NC(=O)C1=NN2C(C(CCC2)NCCNC(C)=O)=C1)C1=C(C(=CC=C1)NC(=O)C1=NN2C(C(CCC2)NCCNC(C)=O)=C1)C